C1(CCC1)C1=CC=C(OC2=C(N=NN2)C(=O)O)C=C1 5-(4-cyclobutylphenoxy)-1H-1,2,3-triazole-4-carboxylic acid